dodecafluoroheptanoyl perfluorobutanoyl peroxide FC(C(=O)OOC(C(C(C(C(C(C(F)(F)F)F)(F)F)(F)F)(F)F)(F)F)=O)(C(C(F)(F)F)(F)F)F